ClC1=CC=C(C=C1)C1=CN(C=2N=CN(C(C21)=O)CC(N2CCCC2)=O)C 5-(4-chlorophenyl)-7-methyl-3-(2-oxo-2-(pyrrolidin-1-yl)ethyl)-3H-pyrrolo[2,3-d]pyrimidin-4(7H)-one